N-((1S,10S)-10-ethyl-10-hydroxy-11,14-dioxo-2,3,10,11,14,16-hexahydro-1H,13H-benzo[de][1,3]dioxolo[4,5-g]pyrano[3',4':6,7]indolizino[1,2-b]quinolin-1-yl)-2-hydroxyacetamide C(C)[C@]1(C(OCC=2C(N3CC=4C(=NC=5C=C6C(=C7C5C4[C@H](CC7)NC(CO)=O)OCO6)C3=CC21)=O)=O)O